[N+](=[N-])=CC(CC[C@@H](C(=O)OC(C)C)NC([C@H](C1=CC=C(C=C1)OC)O)=O)=O isopropyl (S)-6-diazo-2-((S)-2-hydroxy-2-(4-methoxyphenyl) acetamido)-5-oxohexanoate